FC[C@@H]1N(CCC1)CC1=CC=C(C=C1)N1N=C2C(=CC=CC2=C1)C(=O)N 2-(4-{[(2R)-2-(fluoromethyl)pyrrolidin-1-yl]methyl}phenyl)-2H-indazole-7-carboxamide